2-(6-(2-chloro-6-isopropyl-7H-pyrrolo[2,3-d]pyrimidin-7-yl)pyridin-2-yl)propan-2-ol ClC=1N=CC2=C(N1)N(C(=C2)C(C)C)C2=CC=CC(=N2)C(C)(C)O